(R)-3-(3,5-dimethoxyphenylethynyl)-4-(3-but-2-ynylaminopyrrolidin-1-yl)-1H-pyrazolo[3,4-d]pyrimidine COC=1C=C(C=C(C1)OC)C#CC1=NNC2=NC=NC(=C21)N2C[C@@H](CC2)NCC#CC